5-((1-(4-((1-Methylpiperidin-4-yl)amino)phenyl)-1H-imidazol-4-yl)amino)pyrazine-2-carbonitrile CN1CCC(CC1)NC1=CC=C(C=C1)N1C=NC(=C1)NC=1N=CC(=NC1)C#N